3-((1E,3E)-2-nitrohex-1,3-dien-1-yl)-1H-indole [N+](=O)([O-])/C(=C/C1=CNC2=CC=CC=C12)/C=C/CC